C12(CC1)OC1=C(C=3N(C2)N=NN3)C=CC=C1N 5H-spiro[benzo[f]tetrazolo[1,5-d][1,4]oxazepine-6,1'-cyclopropan]-8-amine